(E)-3-(2-(butylimino)-8-(4-chlorophenyl)-3-methyl-2,3-dihydro-1H-imidazo[4,5-c]quinolin-1-yl)-4-methylbenzonitrile C(CCC)\N=C/1\N(C2=C(C=NC=3C=CC(=CC23)C2=CC=C(C=C2)Cl)N1C)C=1C=C(C#N)C=CC1C